ClCC1=CC=C(C(=O)Cl)C=C1 4-(chloromethyl)benzoyl chloride